C(=O)(O)C=1C(=C(C=C(C1)O)CNCC1=C(C(=CC(=C1)O)C(=O)O)O)O Bis(3-carboxy-2,5-dihydroxyphenylmethyl)amin